tert-butyl ((4-(((1-ethyl-1H-pyrazolo[3,4-b]pyridine-4-yl)amino)methyl) piperidin-1-yl)sulfonyl)carbamate C(C)N1N=CC=2C1=NC=CC2NCC2CCN(CC2)S(=O)(=O)NC(OC(C)(C)C)=O